octadecanoic acid (S)-1-((S)-1-benzyloxycarbonyl-ethoxycarbonyl)-ethyl ester C(C1=CC=CC=C1)OC(=O)[C@H](C)OC(=O)[C@H](C)OC(CCCCCCCCCCCCCCCCC)=O